N-glycidyl-α-propyl-succinimide C(C1CO1)N1C(C(CC1=O)CCC)=O